1-(3-phenylcyclobutyl)-4-((6-phenylpyridin-3-yl)methyl)piperazine-2,3-dione C1(=CC=CC=C1)C1CC(C1)N1C(C(N(CC1)CC=1C=NC(=CC1)C1=CC=CC=C1)=O)=O